5-(4-bromopyrazol-1-yl)-3,3-difluoro-1-methyl-piperidine BrC=1C=NN(C1)C1CC(CN(C1)C)(F)F